BrC1=C(C=C(C(=C1Br)OC(C)=O)OC)C1=NC2=C(N1)C=CC=C2C(=O)N 2-(2,3-dibromo-5-methoxy-4-(acetoxy)phenyl)-1H-benzo[d]imidazole-4-carboxamide